(4-fluorophenyl)[2-[(4-isobutoxybenzyl)amino]-4-(1-methylpyrrolidin-3-yl)pyridin-3-yl]methanol FC1=CC=C(C=C1)C(O)C=1C(=NC=CC1C1CN(CC1)C)NCC1=CC=C(C=C1)OCC(C)C